CC=1N(C(C2=C(N1)C(=NC(=N2)N2CC(OCC2)C=2C=NN(C2)C)C2=CC(=NN2C)C(F)(F)F)=O)C 2,3-Dimethyl-6-(2-(1-methyl-1H-pyrazol-4-yl)morpholino)-8-(1-methyl-3-(trifluoromethyl)-1H-pyrazol-5-yl)pyrimido[5,4-d]pyrimidin-4(3H)-one